N-(4-(N-tert-butylsulfamoyl)phenyl)-2,3-dihydro-1H-pyrrolo[3,2-b]pyridine-2-carboxamide C(C)(C)(C)NS(=O)(=O)C1=CC=C(C=C1)NC(=O)C1CC2=NC=CC=C2N1